4-methylpiperazine-1-carboxylic acid [(2s,3s,4E,6r,7s,10r)-2-[(E)-1-[4-(cyclopropylsulfamoyl)-3-fluorophenyl] prop-1-en-2-yl]-10-hydroxy-3,7-dimethyl-12-oxo-1-oxododec-4-en-6-yl] ester C1(CC1)NS(=O)(=O)C1=C(C=C(C=C1)\C=C(/C)\[C@@H](C=O)[C@H](\C=C\[C@@H]([C@H](CC[C@H](CC=O)O)C)OC(=O)N1CCN(CC1)C)C)F